OC=1C(=NC=CC1OC)C(=O)N[C@H](C(=O)ON(C(C)C1=CC=C(C=C1)C(F)(F)F)C)C [methyl-[1-[4-(trifluoromethyl) phenyl]ethyl] amino] (2S)-2-[(3-hydroxy-4-methoxy-pyridine-2-carbonyl) amino]propanoate